2-hydroxy-3-(1H-pyrazol-1-yl)propionic acid ethyl ester C(C)OC(C(CN1N=CC=C1)O)=O